2-(3,3-difluoroazetidin-1-yl)-N-[(3R,5S)-5-methyl-1-[8-(trifluoromethyl)quinolin-5-yl]Piperidin-3-yl]Propionamide FC1(CN(C1)C(C(=O)N[C@H]1CN(C[C@H](C1)C)C1=C2C=CC=NC2=C(C=C1)C(F)(F)F)C)F